5-{1-fluoro-3-hydroxy-7-[(4,4,4-trifluorobutyl)amino]naphthalen-2-yl}-1λ6,2,5-thiadiazolidine-1,1,3-trione FC1=C(C(=CC2=CC=C(C=C12)NCCCC(F)(F)F)O)N1CC(NS1(=O)=O)=O